racemic-N-((1R,2S)-2-(4-chlorophenyl)cyclopropyl)-4-(trifluoromethoxy)benzenesulfonamide ClC1=CC=C(C=C1)[C@H]1[C@@H](C1)NS(=O)(=O)C1=CC=C(C=C1)OC(F)(F)F |r|